C(C)N(C1=CC=CC=C1)CCOC(C=C)=O N-ethyl-N-(2-acryloyloxyethyl)aniline